methyl-4-(2-cyclobutyl-3-fluorophenyl)-2-methyl-5-oxo-1,4,5,7-tetrahydrofuro[3,4-b]pyridine-3-carboxylate COC(=O)C=1C(C2=C(NC1C)COC2=O)C2=C(C(=CC=C2)F)C2CCC2